IC=1C=NN2C1N=CN=C2N2CCC1(C(N3[C@H](O1)CC[C@H]3C3=CC=CC=C3)=O)CC2 (5'S,7a'R)-1-(8-iodopyrazolo[1,5-a][1,3,5]triazin-4-yl)-5'-phenyltetrahydro-3'H-spiro[piperidine-4,2'-pyrrolo[2,1-b][1,3]oxazol]-3'-one